2-((3,3-difluorocyclohexyl)methyl)-6-(5-(4-fluoro-2-(4-isopropylpyrimidin-5-yl)phenoxy)pyrimidin-4-yl)-2,6-diazaspiro[3.3]heptane FC1(CC(CCC1)CN1CC2(C1)CN(C2)C2=NC=NC=C2OC2=C(C=C(C=C2)F)C=2C(=NC=NC2)C(C)C)F